C[S+](C1=CC=C(C=C1)OC(CCCCCCCC)=O)C dimethyl(4-(nonanoyloxy)phenyl)sulfonium